3-[[6-(4-pyridinyl)-1,3-benzothiazol-2-yl]carbamoyl]bicyclo[2.2.1]hept-5-ene-2-carboxylic acid N1=CC=C(C=C1)C1=CC2=C(N=C(S2)NC(=O)C2C(C3C=CC2C3)C(=O)O)C=C1